CC1(CC(C2=NC=CC=C21)(O[Si](C)(C)C)C2=CC(=CC=C2)B2OC(C(O2)(C)C)(C)C)O 5-Methyl-7-(3-(4,4,5,5-tetramethyl-1,3,2-dioxaborolan-2-yl)phenyl)-7-((trimethylsilyl)oxy)-6,7-dihydro-5H-cyclopenta[b]pyridin-5-ol